FC(C(C(C(C(C(C(F)(F)OC(C=C)=O)(F)F)(F)F)(F)F)(F)F)(F)F)CC(F)(F)F hexadecafluorononylacrylate